COC(C=CC1=CC(=C(C(=C1)O)O)O)=O 3,4,5-trihydroxycinnamic acid methyl ester